4-[2-[3-(4-pyridyl)pyrazol-1-yl]-7-tetrahydropyran-4-yl-pyrido[3,2-d]pyrimidin-4-yl]morpholine N1=CC=C(C=C1)C1=NN(C=C1)C=1N=C(C2=C(N1)C=C(C=N2)C2CCOCC2)N2CCOCC2